methyl (S,E)-(1-((1-((7-(benzyloxy)-5,6-difluoro-1H-benzo[d]imidazol-2-yl)methyl)-2-oxo-1,2-dihydropyridin-3-yl)amino)-7-(dimethylamino)-1,7-dioxohept-5-en-2-yl)carbamate C(C1=CC=CC=C1)OC1=C(C(=CC2=C1NC(=N2)CN2C(C(=CC=C2)NC([C@H](CC\C=C\C(=O)N(C)C)NC(OC)=O)=O)=O)F)F